ClC=1N=CC2=C(C=3N(CCO2)N=C(C3)C3CCN(CC3)C(=O)OC(C)(C)C)N1 tert-butyl 4-(2-chloro-6,7-dihydropyrazolo[1,5-d]pyrimido[4,5-f][1,4]oxazepin-10-yl)piperidine-1-carboxylate